CC1=C(SC=[N+]1CC2=CN=C(N=C2N)C)CCOP(=O)(O)O The molecule is a 1,3-thiazolium cation that is the conjugate acid of thiamine(1+) monophosphate(1-). It has a role as a plant metabolite, a human metabolite, a Saccharomyces cerevisiae metabolite, an Escherichia coli metabolite and a mouse metabolite. It is a conjugate acid of a thiamine(1+) monophosphate(1-).